COC1=CC(=C2C=CN(C2=C1)C)N1C(NC(CC1)=O)=O 1-(6-Methoxy-1-methyl-1H-indol-4-yl)dihydropyrimidine-2,4(1H,3H)-dione